ethyl (S)-3-(2',6'-dimethylbiphenyl-3-yl)-3-(3-(4-hydroxy-1,6-dimethyl-2-oxo-1,2-dihydropyridin-3-yl)ureido)propanoate CC1=C(C(=CC=C1)C)C1=CC(=CC=C1)[C@H](CC(=O)OCC)NC(=O)NC=1C(N(C(=CC1O)C)C)=O